tridecyl 7-bromoheptanoate BrCCCCCCC(=O)OCCCCCCCCCCCCC